2-(4-(7-fluoro-1-methyl-2,3-dioxo-2,3-dihydropyrido[2,3-b]pyrazin-4(1H)-yl)piperidine-1-yl)-N,N-dimethylpyrimidine-5-sulfonamide FC1=CC2=C(N(C(C(N2C)=O)=O)C2CCN(CC2)C2=NC=C(C=N2)S(=O)(=O)N(C)C)N=C1